Methyl N-Boc-L-Lysinate C(=O)(OC(C)(C)C)N[C@@H](CCCCN)C(=O)OC